2,7-dimethyl-4-[3-(trifluoromethyl)-7,8-dihydro-5H-1,6-naphthyridin-6-yl]quinazoline CC1=NC2=CC(=CC=C2C(=N1)N1CC=2C=C(C=NC2CC1)C(F)(F)F)C